N1C(C=CC2=C1C=CC=C2)=O BENZOPYRIDONE